COC1=NC=CC=C1C=1C=NC=CC1 2'-methoxy-[3,3'-bipyridine]